N-(2,4-difluoro-3-pentanoylaminophenyl)benzamide FC1=C(C=CC(=C1NC(CCCC)=O)F)NC(C1=CC=CC=C1)=O